heptane-6-carboxylic acid CCCCCC(C)C(=O)O